BrC=1C(=CC(=NC1)OC)C(OC)OC 5-Bromo-4-(dimethoxymethyl)-2-methoxypyridine